5-((2-aminophenyl)methylsulfonylamino)thiazole-4-carboxylic acid NC1=C(C=CC=C1)CS(=O)(=O)NC1=C(N=CS1)C(=O)O